N(=[N+]=[N-])CC1CCN(CC1)CCNS(=O)(=O)C1=CC=C(C=C1)C1=C(C=CC=C1)F N-(2-(4-(azidomethyl)piperidin-1-yl)ethyl)-2'-fluoro-[1,1'-biphenyl]-4-sulfonamide